(2-chloro-6-(oxetan-3-yloxy)phenyl)methanamine ClC1=C(C(=CC=C1)OC1COC1)CN